(1R,4S)-2-[(2S)-2-amino-3,3-dimethylbutanoyl]-4-hydroxy-N-[(1S)-1-[4-(4-methyl-1,3-thiazol-5-yl)phenyl]ethyl]cyclopentane-1-carboxamide hydrochloride Cl.N[C@H](C(=O)C1[C@@H](C[C@H](C1)O)C(=O)N[C@@H](C)C1=CC=C(C=C1)C1=C(N=CS1)C)C(C)(C)C